C12(CC3CC(CC(C1)C3)C2)CNCC2=CC=C(CCC3=C1CN(C(C1=CC=C3)=O)C3C(NC(CC3)=O)=O)C=C2 3-(4-(4-((((adamantan-1-yl)methyl)amino)methyl)phenethyl)-1-oxoisoindolin-2-yl)piperidine-2,6-dione